FC1(C[C@@]12C[C@@]1(CCCN1C2)CO)F ((1R-7a'S)-2,2-difluorodihydro-1'H,3'H-spiro[cyclopropane-1,2'-pyrrolizin]-7a'(5'H)-yl)methanol